N1(CCNCCC1)C=1N=C(C2=C(C=NNC2=O)N1)NC1=CC=C(C=C1)N1CCC2(CC2)CC1 6-(4-((2-(1,4-Diazepan-1-yl)-5-oxo-5,6-dihydropyrimido[4,5-d]pyridazin-4-yl)amino)phenyl)-6-azaspiro[2.5]octan